(6-(5-chloro-3-((methyl(propoxycarbonyl)amino)methyl)thiophen-2-yl))-2-methylpyridine ClC1=CC(=C(S1)C1=CC=CC(=N1)C)CN(C(=O)OCCC)C